NC=1C(=NC(=C(N1)F)C1=CC(=C(C=C1)C1CCOCC1)CN(C)C)C=1C=C2CCNC(C2=C(C1)F)=O 6-(3-amino-6-(3-((dimethylamino)methyl)-4-(tetrahydro-2H-pyran-4-yl)phenyl)-5-fluoropyrazin-2-yl)-8-fluoro-3,4-dihydroisoquinolin-1(2H)-one